C1(CCCCC1)C(C(=O)OC)(C=O)C methyl 2-cyclohexyl-2-methyl-3-oxo-propanoate